BrC1=CN=C(C2=NC=CN=C21)NCCO[Si](C)(C)C(C)(C)C 8-Bromo-N-(2-((tert-butyldimethylsilyl)oxy)ethyl)pyrido[3,4-b]pyrazin-5-amine